(6-fluoro-1,2,3,4-tetrahydroisoquinolin-7-yl)-N-(3-(4-fluoropiperidin-1-yl)propyl)benzo[d]imidazo[2,1-b]thiazole-7-carboxamide dihydrochloride Cl.Cl.FC=1C=C2CCNCC2=CC1C=1N=C2SC3=C(N2C1)C=CC(=C3)C(=O)NCCCN3CCC(CC3)F